C1(CC1)N(C1=C(C(=NC=N1)NC[C@@H]1[C@H](CN(CC1)CC(=O)N)O)F)CC1=CC=C(C=C1)C(F)(F)F |o1:12,13| rel-2-((3R,4R)-4-(((6-(cyclopropyl(4-(trifluoromethyl)benzyl)amino)-5-fluoropyrimidin-4-yl)amino)methyl)-3-hydroxypiperidin-1-yl)acetamide